ClC1=C(C=C(C=C1)Cl)C1=NC(=NC=C1)C(=O)NC1=C(C(=CC=C1C)OCCO)C 4-(2,5-Dichlorophenyl)-N-(3-(2-hydroxyethoxy)-2,6-dimethylphenyl)pyrimidine-2-carboxamide